C(C)(C)(C)[C@H]1OC([C@@H](N1C(=O)OCC1=CC=CC=C1)CCCC=C)=O Benzyl (2R,4S)-2-(tert-butyl)-5-oxo-4-(pent-4-en-1-yl)oxazolidine-3-carboxylate